ClC1([C@H]([C@@H]1C1=CC=C(C=C1)S(F)(F)(F)(F)F)C(=O)O)Cl trans-2,2-dichloro-3-(4-(perfluoro-lambda6-sulfanyl)phenyl)cyclopropane-1-carboxylic acid